2-(2-(hexyloxy)ethoxy)ethan-1-amine C(CCCCC)OCCOCCN